3-((1s,3s)-1-(3-bromophenyl)-3-methylcyclobutyl)-4-methyl-1,2,4-triazole BrC=1C=C(C=CC1)C1(CC(C1)C)C1=NN=CN1C